(4-(5-(4-hydroxyphenyl)-4,5-dihydroisoxazol-3-yl)phenyl)-4-methylbenzenesulfonamide OC1=CC=C(C=C1)C1CC(=NO1)C1=CC=C(C=C1)C1=C(C=CC(=C1)C)S(=O)(=O)N